(S)-7-(5-(4-phenyl-3,4-dihydro-1H-benzo[4,5]imidazo[2,1-c][1,4]oxazin-7-yl)pyrimidin-2-yl)-7-azaspiro[3.5]nonan-2-amine C1(=CC=CC=C1)[C@@H]1N2C(COC1)=NC1=C2C=C(C=C1)C=1C=NC(=NC1)N1CCC2(CC(C2)N)CC1